ClC=1C=C(CC2=CC=C(N=N2)C=2C(=NN(C(C2)=O)C)C(=O)N)C=CC1F (6-(3-chloro-4-fluorobenzyl)pyridazin-3-yl)-1-methyl-6-oxo-1,6-dihydropyridazine-3-carboxamide